bis(2,4-di-tert-butyl-4-methylphenyl)pentaerythritol phosphite P(O)(O)O.C(C)(C)(C)C1=C(C=CC(C1)(C)C(C)(C)C)C(O)(C(CO)(CO)CO)C1=C(CC(C=C1)(C(C)(C)C)C)C(C)(C)C